methylpiperidine-3-carboxamide CN1CC(CCC1)C(=O)N